NC=1C=C(C=CC1F)NC(C1=C(C(=CC=C1C1CCOC2=CC(=CC=C12)C(F)(F)F)C(F)(F)F)F)=O N-(3-amino-4-fluorophenyl)-2-fluoro-3-(trifluoromethyl)-6-(7-(trifluoromethyl)chroman-4-yl)benzamide